5-amino-1-tert-butyl-N-(3-(7-{[(1R,2S)-4-(dimethylamino)-2-fluorocyclohexyl]amino}-3-(2,2,2-trifluoroethyl)pyrazolo[1,5-a]pyridin-2-yl)prop-2-yn-1-yl)-1H-pyrazole-4-carboxamide NC1=C(C=NN1C(C)(C)C)C(=O)NCC#CC1=NN2C(C=CC=C2N[C@H]2[C@H](CC(CC2)N(C)C)F)=C1CC(F)(F)F